CN1N=C(C=C1)C1=NN=C(O1)C(=O)N1[C@@H](C2=C(CC1)NC=N2)C=2OC1=C(N2)C=CC(=C1)C (S)-(5-(1-methyl-1H-pyrazol-3-yl)-1,3,4-oxadiazol-2-yl)(4-(6-methylbenzo[d]oxazol-2-yl)-6,7-dihydro-1H-imidazo[4,5-c]pyridin-5(4H)-yl)methanone